FC1=CC=C(C=C1)C=1SC=C(N1)COCCCCCCN1C[C@@H]([C@H]([C@@H]([C@H](C1)O)O)O)O (3S,4R,5R,6S)-1-(6-{[2-(4-fluorophenyl)-1,3-thiazol-4-yl]methoxy}hexyl)-3,4,5,6-azepanetetrol